chloro[2-(dicyclohexylphosphino)-3,6-dimethyloxy-2',4',6'-triisopropyl-1,1'-biphenyl] ClC1=C(C(=C(C(=C1)OC)C1=C(C=C(C=C1C(C)C)C(C)C)C(C)C)P(C1CCCCC1)C1CCCCC1)OC